(3-(1H-pyrazol-1-yl)propyl)-3-fluoro-1H-indole-7-carbonitrile N1(N=CC=C1)CCCN1C=C(C2=CC=CC(=C12)C#N)F